N1=NC=NN=C1 1,2,4,5-tetraazine